C(C)(C)(C)OC(=O)N1C(C2=CC=CC(=C2C1(C)C1=NC(=NC=C1F)Cl)P(=O)(C)C)=O (2-chloro-5-fluoropyrimidin-4-yl)-4-(dimethylphosphoryl)-3-methyl-1-oxoisoindoline-2-carboxylic acid tert-butyl ester